C(#N)CC(=O)NCCCOC 2-cyano-N-(3-methoxy-propyl)-acetamide